ClC=1C(=NC=CC1B(O)O)F (3-chloro-2-fluoropyridin-4-yl)boronic acid